ClC1=C(C=C(C=C1)C(=O)N1CCC2(CC1)CCNCC2)N2C(NC(CC2)=O)=O (2-chloro-5-(3,9-diazaspiro[5.5]undecane-3-carbonyl)phenyl)dihydropyrimidine-2,4(1H,3H)-dione